ClCC1C(C(C1)C(=C)C)(C)C 1-chloromethyl-3-isopropenyl-2,2-dimethylcyclobutane